3-(4-Chloro-phenyl)-adamantane-1-carboxylic acid 4-trifluoromethoxy-benzylamide FC(OC1=CC=C(CNC(=O)C23CC4(CC(CC(C2)C4)C3)C3=CC=C(C=C3)Cl)C=C1)(F)F